(1,2-dimethyl-3H-benzo[d]cyclopenta[b]thiophen-3-yl)dimethyl-(2-methyl-4-(naphthalen-1-yl)-1H-inden-1-yl)silane (3-benzyloxycyclobutyl)methanesulfonate C(C1=CC=CC=C1)OC1CC(C1)CS(=O)(=O)O.CC1=C(C(C=2SC3=C(C21)C=CC=C3)[Si](C3C(=CC2=C(C=CC=C32)C3=CC=CC2=CC=CC=C32)C)(C)C)C